2-((3R,4S)-3-Fluoro-4-((4-methoxy-5-(1-(2,2,2-trifluoroethyl)-1H-benzo[d][1,2,3]triazol-6-yl)pyrrolo[2,1-f][1,2,4]triazin-2-yl)amino)piperidin-1-yl)ethan-1-ol F[C@@H]1CN(CC[C@@H]1NC1=NN2C(C(=N1)OC)=C(C=C2)C=2C=CC1=C(N(N=N1)CC(F)(F)F)C2)CCO